2,2,4-trimethyl-1,3-pentanediol benzoate mesitylglyoxylate C1(=C(C(=CC(=C1)C)C)C(C(=O)OC(C(COC(C1=CC=CC=C1)=O)(C)C)C(C)C)=O)C